1-vinyl-3-ethylimidazoliumdinitrile C(=C)N1C([N+](C=C1)(C#N)CC)C#N